C1=NCCC2=C1NC1=CC=CC=C21 4,9-dihydro-3H-pyrido(3,4-B)indole